4-(5-cyano-4-hydroxy-6-oxo-6,7-dihydrothieno[2,3-b]pyridin-3-yl)phenylacetamide C(#N)C1=C(C2=C(NC1=O)SC=C2C2=CC=C(C=C2)CC(=O)N)O